N([C@@](C(C(CNC(=O)N)([2H])[2H])([2H])[2H])(C(=O)O)[2H])([2H])[2H] citrulline-d7